7-(Methylamino)spiro[3.5]nonan-2-one CNC1CCC2(CC(C2)=O)CC1